3-(1,1,2,2,2-pentafluoroethyl)pyrrolidine hydrochloride Cl.FC(C(F)(F)F)(F)C1CNCC1